But-3-ynoic acid [(3R,5S)-5-methyl-1-(8-trifluoromethyl-quinolin-5-yl)-piperidin-3-yl]-amide C[C@H]1C[C@H](CN(C1)C1=C2C=CC=NC2=C(C=C1)C(F)(F)F)NC(CC#C)=O